N-(4-methylphenyl)-5-({2-[(4-methylphenyl)carbamoyl]-1,3-dioxo-2,3-dihydro-1H-inden-5-yl}sulfonyl)-1,3-dioxo-2,3-dihydro-1H-indene-2-carboxamide CC1=CC=C(C=C1)NC(=O)C1C(C2=CC=C(C=C2C1=O)S(=O)(=O)C=1C=C2C(C(C(C2=CC1)=O)C(NC1=CC=C(C=C1)C)=O)=O)=O